9-phenyl-9H-carbazol-3-ol C1(=CC=CC=C1)N1C2=CC=CC=C2C=2C=C(C=CC12)O